C(C1=CC=CC=C1)N1[C@H]2CC(C[C@@H]1CC2)N(C(OC(C)(C)C)=O)C2CC2 tert-butyl N-[(1R,5S)-8-benzyL-8-azabicyclo[3.2.1]octan-3-yl]-N-cyclopropyl-carbamate